7-(2-(4-Amino-2-ethylphenoxy)ethyl)-4,7-diazaspiro[2.5]octane-4-carboxylic acid tert-butyl ester C(C)(C)(C)OC(=O)N1C2(CC2)CN(CC1)CCOC1=C(C=C(C=C1)N)CC